2-(2,6-dimethylpyridin-4-yl)-3-ethyl-5-(piperidin-4-yl)-1H-indole CC1=NC(=CC(=C1)C=1NC2=CC=C(C=C2C1CC)C1CCNCC1)C